OC1=CC=C(C=C1)C(C)(C)C1=CC=C(C=C1)C(C)(C1=CC=C(C=C1)O)C1=CC=C(C=C1)O 4,4'-(1-(4-(1-(4-hydroxyphenyl)-1-methylethyl)phenyl)ethylidene)bisphenol